4-[2-(4-fluoro-2,6-dimethylphenoxy)-5-(2-hydroxypropan-2-yl)phenyl]-6-methyl-7-oxo-1H-pyrrolo[2,3-c]pyridine-2-carboxylic acid FC1=CC(=C(OC2=C(C=C(C=C2)C(C)(C)O)C=2C3=C(C(N(C2)C)=O)NC(=C3)C(=O)O)C(=C1)C)C